2,4-bis{N-[1-(2-hydroxy-2-methyl-propoxy)-2,2,6,6-tetramethylpiperidin-4-yl]-N-butylamino}-6-(2-hydroxyethylamino)-s-triazine OC(CON1C(CC(CC1(C)C)N(CCCC)C1=NC(=NC(=N1)N(C1CC(N(C(C1)(C)C)OCC(C)(O)C)(C)C)CCCC)NCCO)(C)C)(C)C